ClC1=C(C(=O)NC=2C(=NNC2)C(=O)NC2CCN(CC2)CCC=2N=NN(C2)CCCCCCCOC2=C3C(N(C(C3=CC=C2)=O)C2C(NC(CC2)=O)=O)=O)C(=CC=C1)Cl 4-(2,6-dichlorobenzamido)-N-(1-(2-(1-(7-((2-(2,6-dioxopiperidin-3-yl)-1,3-dioxoisoindolin-4-yl)oxy)heptyl)-1H-1,2,3-triazol-4-yl)ethyl)piperidin-4-yl)-1H-pyrazole-3-carboxamide